(S)-1-(2-(3-ethyl-5-oxomorpholino)-6-(2-((methylamino)methyl)-1H-pyrrolo[3,2-b]pyridin-5-yl)pyridin-4-yl)-N,N-dimethylmethanesulfonamide C(C)[C@H]1COCC(N1C1=NC(=CC(=C1)CS(=O)(=O)N(C)C)C1=CC=C2C(=N1)C=C(N2)CNC)=O